2-(2-methoxypyridin-3-yl)-N-(methylaminothiocarbonyl)-2-(4-(trifluoromethyl)pyridin-2-yl)Acetamide COC1=NC=CC=C1C(C(=O)NC(=S)NC)C1=NC=CC(=C1)C(F)(F)F